formyl-isophthalic acid C(=O)C1=C(C(=O)O)C=CC=C1C(=O)O